methyl-4-bromo-1H-indazole-6-carboxylic acid CN1N=CC2=C(C=C(C=C12)C(=O)O)Br